1-cyanato-4-nitro-2-ethylbenzene O(C#N)C1=C(C=C(C=C1)[N+](=O)[O-])CC